2-([1,1'-biphenyl]-4-yl)ethanol C1(=CC=C(C=C1)CCO)C1=CC=CC=C1